C(C)(C)(C)OC(=O)N(C(C(=O)O)CC1=C(C=CC=C1)C#N)C 2-[tert-butoxycarbonyl(methyl)amino]-3-(2-cyanophenyl)propanoic acid